ClC1=C(C=CC=C1)[C@H]1[C@H](CN(C1)CC(F)(F)F)C(=O)N1CC[C@](CCC1)(C(=O)N[C@@H](\C=C/S(=O)(=O)C)CC)F (R)-1-((3R,4R)-4-(2-chlorophenyl)-1-(2,2,2-trifluoroethyl)pyrrolidine-3-carbonyl)-4-fluoro-N-((R,Z)-1-(methylsulfonyl)pent-1-en-3-yl)azepane-4-carboxamide